4-[(4-cyclohexylphenyl)amino]-6-(propan-2-yl)-2-(pyridin-4-yl)-5,6-dihydro-7H-pyrrolo[3,4-d]pyrimidin-7-one C1(CCCCC1)C1=CC=C(C=C1)NC=1C2=C(N=C(N1)C1=CC=NC=C1)C(N(C2)C(C)C)=O